C(COCCN(CC(=O)O)CC(=O)O)OCCN(CC(=O)O)CC(=O)O ethylenebis(oxyethylenenitrilo)-tetraacetic acid